N-[3-chloro-4-[4-(piperidine-4-carbonyl)piperazine-1-carbonyl]phenyl]-5-[1-(3-hydroxy-3-methylbutyl)-3-(trifluoromethyl)pyrazol-4-yl]-1-methylimidazole-2-carboxamide ClC=1C=C(C=CC1C(=O)N1CCN(CC1)C(=O)C1CCNCC1)NC(=O)C=1N(C(=CN1)C=1C(=NN(C1)CCC(C)(C)O)C(F)(F)F)C